FC(C=1C(=C(C=CC1)[C@@H](C)NC=1C2=C(N=C(N1)C)N=C(C(=C2)C2CCN(CC2)C(C)=O)OC)F)F (R)-1-(4-(4-((1-(3-(difluoromethyl)-2-fluorophenyl)ethyl)amino)-7-methoxy-2-methylpyrido[2,3-d]pyrimidin-6-yl)piperidin-1-yl)ethan-1-one